C12CN(CC(CC1)N2)C=2OC1=C(N2)C=C(C=C1C=1SC=CN1)C(=O)OCC ethyl 2-(3,8-diazabicyclo[3.2.1]octan-3-yl)-7-(thiazol-2-yl)benzo[d]oxazole-5-carboxylate